N[C@@H](CC)C1CN(C1)C1=C(C=NC2=CC=C(C=C12)C=1C(=C(C#N)C=C(C1)F)O)C1=CC(=CC(=C1)C)F 3-(4-{3-[(1S)-1-aminopropyl]azetidin-1-yl}-3-(3-fluoro-5-methylphenyl)quinolin-6-yl)-5-fluoro-2-hydroxybenzonitrile